NC1=NC(=CC(=N1)N1[C@@H](COCCC1)C=1C=C(C=CC1Cl)O)C |r| (+-)-3-[4-(2-amino-6-methyl-pyrimidin-4-yl)-1,4-oxazepan-3-yl]-4-chloro-phenol